(2S,4S)-1-((S)-2-(3-(2-(3-(4-benzhydrylpiperazin-1-yl)-3-oxopropoxy)ethoxy)propanamido)-3,3-dimethylbutanoyl)-4-hydroxy-N-(4-(4-methylthiazol-5-yl)benzyl)pyrrolidine-2-carboxamide C(C1=CC=CC=C1)(C1=CC=CC=C1)N1CCN(CC1)C(CCOCCOCCC(=O)N[C@H](C(=O)N1[C@@H](C[C@@H](C1)O)C(=O)NCC1=CC=C(C=C1)C1=C(N=CS1)C)C(C)(C)C)=O